4-{4-cyano-4-[2-(trifluoromethyl)phenyl]cyclohexyl}-1,4-diazepan-1-carboxylic acid ethyl ester C(C)OC(=O)N1CCN(CCC1)C1CCC(CC1)(C1=C(C=CC=C1)C(F)(F)F)C#N